ClC1=NC=CC2=C(C=CC(=C12)C)C 1-chloro-5,8-dimethylisoquinoline